CC(CCCC1=C(C=C(C=C1)OC)N1CCC(CC1)CO)(C)C (1-(2-(4,4-dimethylpentyl)-5-methoxyphenyl)piperidin-4-yl)methanol